C=CCCCCCC=CCCCCCC=CC heptadeca-1,8,15-triene